(±)-ethyl 2-methylhex-4-ynoate C[C@@H](C(=O)OCC)CC#CC |r|